ricinoleyl hentriacontanoate C(CCCCCCCCCCCCCCCCCCCCCCCCCCCCCC)(=O)OCCCCCCCC\C=C/C[C@H](O)CCCCCC